6-bromo-2-methyl-8-(trifluoromethyl)isoquinolin-1-one BrC=1C=C2C=CN(C(C2=C(C1)C(F)(F)F)=O)C